CN1C=NC(=C1)CC(=O)O N-methyl-imidazole-4-acetic acid